(S)-2-((S)-3,3-Difluorocyclopentyl)-N-(5-ethyl-1,3,4-thiadiazol-2-yl)-2-(4-(2-methyl-2H-tetrazol-5-yl)phenyl)acetamide FC1(C[C@H](CC1)[C@H](C(=O)NC=1SC(=NN1)CC)C1=CC=C(C=C1)C=1N=NN(N1)C)F